NC1=C(C(=NN1C1(CC1)C)C1=NC=C(C=C1)C(C)C(NC1=CC(=NO1)C1=C(C=C(C=C1)Cl)Cl)=O)C(=O)N 5-Amino-3-[5-[1-[[3-(2,4-dichlorophenyl)-1,2-oxazol-5-yl]carbamoyl]ethyl]pyridin-2-yl]-1-(1-methylcyclopropyl)pyrazole-4-carboxamide